[Br-].C(CCCCCCCCCCC)[N+](C)(C)CC1=CC=CC=C1 N-dodecyl-N,N-dimethyl-benzyl-ammonium bromide